Phosphinit P[O-]